N-(tert-butyl)decane-1,8-diamine C(C)(C)(C)NCCCCCCCC(CC)N